hexa-aminobenzene tri-hydrochloride Cl.Cl.Cl.NC1=C(C(=C(C(=C1N)N)N)N)N